phenyl(terphenylyl)benzindolocarbazole C1(=CC=CC=C1)C=1C=CC2=C(C=CC=3C2=NC2=CC=C4C=5C=CC=CC5N=C4C23)C1C1=C(C=CC=C1)C=1C(=CC=CC1)C1=CC=CC=C1